N-benzyl-6-(2-(cyclopropanecarboxamido)benzo[d]thiazol-6-yl)-2-methylquinazolin-4-carboxamide C(C1=CC=CC=C1)NC(=O)C1=NC(=NC2=CC=C(C=C12)C1=CC2=C(N=C(S2)NC(=O)C2CC2)C=C1)C